(2,3-dimethylphenoxy)ethanol CC1=C(OC(C)O)C=CC=C1C